OC1CN(C1)C=1C2=C(N=CN1)N(C(=C2)C2=CC=C(C=C2)NC(=O)C2=NC=CC(=C2)CN2C[C@@H](CCC2)NC(OC(C)(C)C)=O)COCC[Si](C)(C)C tert-butyl (R)-(1-((2-((4-(4-(3-hydroxyazetidin-1-yl)-7-((2-(trimethylsilyl)ethoxy)methyl)-7H-pyrrolo[2,3-d]pyrimidin-6-yl)phenyl)carbamoyl)pyridin-4-yl)methyl)piperidin-3-yl)carbamate